ClCC(=O)NC1=C(C=CC=C1CC)CC 2-Chloro-2',6'-diethylacetanilide